3,3-dimethylindol-6-amine CC1(C=NC2=CC(=CC=C12)N)C